(2R,3S)-3-((2-chloro-5-fluorobenzo[d]thiazol-6-yl)oxy)butan-2-yl (2-methylpyrimidin-5-yl)carbamate CC1=NC=C(C=N1)NC(O[C@H](C)[C@H](C)OC1=CC2=C(N=C(S2)Cl)C=C1F)=O